Cl.C(C1=CC=CC=C1)N1CC=2C(CC1)=C(N(N2)C2=CC=C(C(=O)O)C=C2)O 4-(6-benzyl-3-hydroxy-4,5,6,7-tetrahydropyrazolo[3,4-c]pyridin-2-yl)-benzoic acid hydrochloride